C(C)N1N=C(C(=C1C)C=1C=NN2C1C=C(C=C2)C=2SC(=C(N2)OC)C(=O)OCC)C ethyl 2-[3-(1-ethyl-3,5-dimethyl-pyrazol-4-yl)pyrazolo[1,5-a]pyridin-5-yl]-4-methoxy-thiazole-5-carboxylate